8-((4-(((decane-2-yloxy)carbonyl)oxy)butyl)(2-hydroxyethyl)amino)octanoic acid heptadec-9-yl ester CCCCCCCCC(CCCCCCCC)OC(CCCCCCCN(CCO)CCCCOC(=O)OC(C)CCCCCCCC)=O